ClCCNC(=O)N1CCNC2=CC(=CC=C12)OC N-(2-chloroethyl)-6-methoxy-3,4-dihydroquinoxaline-1(2H)-carboxamide